COC(CC(C#N)(CC(OC)OC)C1=CC=C(C=C1)F)OC 2-(2,2-dimethoxyethyl)-2-(4-fluorophenyl)-4,4-dimethoxybutanenitrile